ClC1=NSC(=N1)NC(C1=C(C=CC=C1)C(F)(F)F)=O N-(3-chloro-1,2,4-thiadiazol-5-yl)-2-(trifluoromethyl)benzamide